COC([C@H](CC1=CC=C(C=C1)OC)NC([C@H](C)N)=O)=O (2S)-2-[(2S)-2-aminopropionamido]-3-(4-methoxyphenyl)propanoic acid methyl ester